NC=1C=CC(=C(C1)NC1=NC=C(C(=N1)NC1=C(C=CC=C1)P(C)C)Cl)C (2-((2-((5-amino-2-methylphenyl)amino)-5-chloropyrimidin-4-yl)amino)phenyl)dimethylphosphine